CN1C(NC2=CC(=CC=C2C1)C(=O)OC)=O methyl 3-methyl-2-oxo-1,2,3,4-tetrahydro-quinazoline-7-carboxylate